C(C)OC(=O)C1CN(C=2N(C1)N=CC2Br)S(=O)(=O)C 3-bromo-4-(methylsulfonyl)-4,5,6,7-tetrahydropyrazolo[1,5-a]pyrimidine-6-carboxylic acid ethyl ester